CN(CCOCCN(CCO)C)C 2-((2-(2-(dimethylamino)ethoxy)ethyl)methyl-amino)ethanol